C1(CCC1)NC=1C2=C(N=C(N1)CO)N(C(C2(C)C)=O)C=2C=NC(=NC2)C=2CCOCC2 4-(cyclobutylamino)-7-(2-(3,6-dihydro-2H-pyran-4-yl)pyrimidin-5-yl)-2-(hydroxymethyl)-5,5-dimethyl-5,7-dihydro-6H-pyrrolo[2,3-d]pyrimidin-6-one